C(C)OC(C(CC(C)C)N1C(C=C(C(=C1)CCCN(C)C)C(F)(F)F)=O)=O 2-(5-(3-(dimethylamino)propyl)-2-oxo-4-(trifluoromethyl)pyridin-1(2H)-yl)-4-methylpentanoic acid ethyl ester